2-(5-bromo-2-fluoro-phenyl)acetic acid BrC=1C=CC(=C(C1)CC(=O)O)F